C(C)C(CN)(CCSCC)CC 2,2-diethyl-4-(ethylthio)butan-1-amine